2-methyl-1,3-diisocyanatohexane CC(CN=C=O)C(CCC)N=C=O